methyl-ethyl-6-methyl-2-(2-nitroethoxy)methyl-4-(2-chlorophenyl)-1,4-dihydro-3,5-pyridinedicarboxylic acid CC1(C(=C(N(C(=C1C(=O)O)C)CC)COCC[N+](=O)[O-])C(=O)O)C1=C(C=CC=C1)Cl